(9-(4-amino-7-methyl-5-(1-methyl-1H-pyrazol-4-yl)-7H-pyrrolo[2,3-d]pyrimidin-6-yl)-3-azaspiro[5.5]undec-8-en-3-yl)prop-2-en-1-one NC=1C2=C(N=CN1)N(C(=C2C=2C=NN(C2)C)C2=CCC1(CCN(CC1)C(C=C)=O)CC2)C